C(C)OC(=O)C1(CC(=NO1)C1=CC=CC=C1)C(=O)OCC 3-phenylisoxazole-5,5(4H)-dicarboxylic acid diethyl ester